ethyl-3-propylimidazole C(C)C1=NC=CN1CCC